7-methyl-1-[[3-[(1R,5S,6R)-3-[4-(difluoromethoxy)phenyl]-3-azabicyclo[3.1.0]hex-6-yl]-1,2,4-oxadiazol-5-yl]methyl]purin-6-one CN1C=NC=2N=CN(C(C12)=O)CC1=NC(=NO1)C1[C@H]2CN(C[C@@H]12)C1=CC=C(C=C1)OC(F)F